(R)-N-(1-(2-methyl-3-(trifluoromethyl)phenyl)ethyl)-6-morpholinoquinolin-4-amine CC1=C(C=CC=C1C(F)(F)F)[C@@H](C)NC1=CC=NC2=CC=C(C=C12)N1CCOCC1